NC1=NC(=C2N=CN(C2=N1)[C@H]1C[C@H](C1)COP(=O)(OC1=C(C=C(C=C1)Cl)F)N[C@@H](C)C(=O)OC)OC methyl (((cis-3-(2-amino-6-methoxy-9H-purin-9-yl)cyclobutyl)methoxy)(4-chloro-2-fluorophenoxy) phosphoryl)-L-alaninate